N-(3-(1H-imidazol-1-yl)benzyl)-N-(3-methoxybenzyl)-4-methylthiazol-2-amine N1(C=NC=C1)C=1C=C(CN(C=2SC=C(N2)C)CC2=CC(=CC=C2)OC)C=CC1